4-(QUINOLIN-2-YL)PYRIDIN-2-AMINE N1=C(C=CC2=CC=CC=C12)C1=CC(=NC=C1)N